(S)-4-((2-acetamidoethyl)(4-(5,6,7,8-tetrahydro-1,8-naphthyridin-2-yl)butyl)amino)-2-((5-cyclopropylpyrimidin-2-yl)amino)butanoic acid C(C)(=O)NCCN(CC[C@@H](C(=O)O)NC1=NC=C(C=N1)C1CC1)CCCCC1=NC=2NCCCC2C=C1